5-chloro-2-fluorobenzoic acid ClC=1C=CC(=C(C(=O)O)C1)F